ClC=1C=NNC1C1CC1 4-chloro-5-cyclopropyl-1H-pyrazole